(4-(5-Fluoro-3-methoxypyridin-2-yl)piperazin-1-yl)(1-isobutyl-7-(2-methoxyphenyl)-2-(1,2,5,6-tetrahydropyridin-3-yl)-1H-indol-5-yl)methanone FC=1C=C(C(=NC1)N1CCN(CC1)C(=O)C=1C=C2C=C(N(C2=C(C1)C1=C(C=CC=C1)OC)CC(C)C)C=1CNCCC1)OC